BrC1=C(C(=CC(=C1)C(C(F)(F)F)(C(F)(F)F)F)C(F)(F)F)N1N=CC(=C1)I 1-[2-Bromo-4-[1,2,2,2-tetrafluoro-1-(trifluoromethyl)ethyl]-6-(trifluoromethyl)phenyl]-4-iodo-1H-pyrazole